N-(tert-butyl)-3-(6''-fluoro-5''-(methylsulfonamido)dispiro[cyclopropane-1,1'-cyclohexane-4',3''-indoline]-1''-carbonyl)benzenesulfonamide C(C)(C)(C)NS(=O)(=O)C1=CC(=CC=C1)C(=O)N1CC2(C3=CC(=C(C=C13)F)NS(=O)(=O)C)CCC1(CC2)CC1